CN1N=C(C=C1)CN (1-methylpyrazol-3-yl)methanamine